tert-butyl (2R,3S)-3-[(6-bromo-2-fluoropyridin-3-yl)oxy]-2-methylazetidine-1-carboxylate BrC1=CC=C(C(=N1)F)O[C@@H]1[C@H](N(C1)C(=O)OC(C)(C)C)C